ClC1=C(CNNC(=O)C2=NC(=CC=C2)C2=CC=C(C=C2)OCC)C=CC=C1 (E)-N'-(2-chlorobenzyl)-6-(4-ethoxyphenyl)pyridinecarboxylic acid hydrazide